(E)-4-(6-(2-(3-methylbenzylidene)hydrazinyl)-9-(2-(pyridin-3-yl)ethyl)-9H-purin-2-yl)morpholine CC=1C=C(\C=N\NC2=C3N=CN(C3=NC(=N2)N2CCOCC2)CCC=2C=NC=CC2)C=CC1